4-(aminomethyl)-N-(4-(4-methylpiperidin-1-yl)phenyl)-3-(trifluoromethyl)aniline NCC1=C(C=C(NC2=CC=C(C=C2)N2CCC(CC2)C)C=C1)C(F)(F)F